8-(1-acetylazetidin-3-yl)oxy-4-[(2R)-3-(3,4-dihydro-1H-isoquinolin-2-yl)-2-hydroxy-propyl]-1-methyl-2,3-dihydro-1,4-benzodiazepine-5-one C(C)(=O)N1CC(C1)OC1=CC2=C(C(N(CCN2C)C[C@@H](CN2CC3=CC=CC=C3CC2)O)=O)C=C1